FC(OC=1C=C(C=C2C(=NNC12)C1=C(C(=O)N)C=CC(=C1)F)OC)F (7-(difluoromethoxy)-5-methoxy-1H-indazol-3-yl)-4-fluorobenzamide